NC1=CC=C(C=C1)CCN1C(OC(C1=O)C)C=1C(=NN(C1)C1=CC=C(C=C1)Br)C1=NC=C(C=C1)F 3-(4-Aminophenylethyl)-2-(1-(4-bromophenyl)-3-(5-fluoropyridin-2-yl)-1H-pyrazol-4-yl)-5-methyloxazolidin-4-one